NC1=NC=2C=C(C=CC2C=2C1=CN(N2)CCN2C(C1=CC(=CC=C1C2)F)=O)C2=NNC=C2 2-(2-(4-amino-7-(1H-pyrazol-3-yl)-2H-pyrazolo[4,3-c]quinolin-2-yl)ethyl)-6-fluoroisoindolin-1-one